Cl.CC1=C(C2=C(N=N1)SC1=C2N=CN=C1NCC1=CC=C(C=C1)C1=NC=CC=C1)C 3,4-dimethyl-N-[[4-(2-pyridyl)phenyl]methyl]pyrimido[4',5':4,5]thieno[2,3-c]pyridazin-8-amine hydrochloride